C(C)(C)(C)OC(=O)N1CC(C1)SCC1=NC2=C(C=CC=C2C(N1)=O)C 3-(((8-methyl-4-oxo-3,4-dihydroquinazolin-2-yl)methyl)thio)azetidine-1-carboxylic acid tert-butyl ester